2-(1-acryloyl-4-(2-(3-(dimethylamino)azetidin-1-yl)-7-(7-chloro-3,4-dihydroquinolin-1(2H)-yl)-5,6,7,8-tetrahydroquinazolin-4-yl)piperazin-2-yl)acetonitrile C(C=C)(=O)N1C(CN(CC1)C1=NC(=NC=2CC(CCC12)N1CCCC2=CC=C(C=C12)Cl)N1CC(C1)N(C)C)CC#N